2,5,5-trimethyl-2-iso-propoxy-1-oxa-2-silacyclopentane C[Si]1(OC(CC1)(C)C)OC(C)C